OC1C(C2C(OC(C2)=O)C1)CO (+)-hexahydro-5-hydroxy-4-(hydroxymethyl)-2H-cyclopenta[b]furan-2-one